OC(C)(C)C1=NC=CC(=C1)C1=C2C(=NC=C1)C=C(O2)C2=CC=C(C(=O)N(CCC)C)C=C2 4-(7-(2-(2-hydroxypropan-2-yl)pyridin-4-yl)furo[3,2-b]pyridin-2-yl)-N-methyl-N-propylbenzamide